ClC1=CC=C(CNC(=O)NC2=CC=C(C=C2)CN2C(C[C@H](CC2)C)=O)C=C1 (S)-1-(4-chlorobenzyl)-3-(4-((4-methyl-2-oxopiperidin-1-yl)methyl)phenyl)urea